methyl (E)-4-(3-(((7-(8-chloronaphthalen-1-yl)-8-fluoro-2-((tetrahydro-1H-pyrrolizin-7a(5H)-yl)methoxy)pyrido[4,3-d]pyrimidin-4-yl)(methyl)amino)methyl)azetidin-1-yl)-4-oxobut-2-enoate ClC=1C=CC=C2C=CC=C(C12)C1=C(C=2N=C(N=C(C2C=N1)N(C)CC1CN(C1)C(/C=C/C(=O)OC)=O)OCC12CCCN2CCC1)F